C(CCCCCCCCCCC)(=O)O.N1CCNCC1 piperazine dodecanoate